(R)-N-(1-(7-Bromo-3-(4-(morpholinosulfonyl)phenyl)-4-oxo-3,4-dihydroquinazolin-2-yl)-2-(3,5-difluorophenyl)ethyl)-2-(3-cyclopropyl-1H-pyrazol-1-yl)acetamide BrC1=CC=C2C(N(C(=NC2=C1)[C@@H](CC1=CC(=CC(=C1)F)F)NC(CN1N=C(C=C1)C1CC1)=O)C1=CC=C(C=C1)S(=O)(=O)N1CCOCC1)=O